BrC1=C(N=C2N(C1=O)N=C(S2)COC)C(F)(F)F 6-Bromo-2-(methoxymethyl)-7-(trifluoromethyl)-[1,3,4]thiadiazolo[3,2-a]pyrimidin-5-one